tin-antimony alloyl-tin C(C=C)(=O)[Sn].[Sb].[Sn]